6-hexanoic acid triphenylphosphine salt C1(=CC=CC=C1)P(C1=CC=CC=C1)C1=CC=CC=C1.CCCCCC(=O)O